2,4,6-trimethoxydimethylbenzene COC1=C(C(=CC(=C1C)OC)OC)C